CC1(CSC1)C 3,3-dimethylthietane